ClC(=O)OC(C(CC)C)C 1,2-dimethylbutyl chloroformate